FC(C(=O)O)(F)F.FC(C(=O)O)(F)F.FC(C(=O)O)(F)F.[B] boron tris-(trifluoroacetic acid)